C(CCC\C=C/CC)OC(CCC(=O)OCCCCCCCCN(CCCCCC(=O)OCCCCCCCCCCC)CCO)OCCCC\C=C/CC undecyl 6-((8-((4,4-bis(((Z)-oct-5-en-1-yl)oxy)butanoyl)oxy)octyl)(2-hydroxyethyl)amino)hexanoate